COC1=C(N)C=CC=C1N1N=CC=C1 2-methoxy-3-(1H-pyrazol-1-yl)aniline